O1C(=NCC1)C1=C(C#N)C=CC=C1 (4,5-dihydro-2-oxazolyl)benzonitrile